2-[(S)-1-Cyclopropylethyl]-5-(2-amino-3-{[cis-4-hydroxy-4-(trifluoromethyl)cyclohexylamino]carbonyl}-1,4,7a-triaza-5-indenyl)-7-(trifluoromethyl)-1-isoindolinone C1(CC1)[C@H](C)N1C(C2=C(C=C(C=C2C1)C1=NC2=C(C(=NN2C=C1)N)C(=O)NC1CCC(CC1)(C(F)(F)F)O)C(F)(F)F)=O